4-(5-(3,5-dichloro-4-fluorophenyl)-5-(trifluoromethyl)-4,5-dihydroisoxazol-3-yl)-N-((3,5-dichlorophenyl)sulfinyl)-2-methylbenzamide ClC=1C=C(C=C(C1F)Cl)C1(CC(=NO1)C1=CC(=C(C(=O)NS(=O)C2=CC(=CC(=C2)Cl)Cl)C=C1)C)C(F)(F)F